Methyl 5-Bromo-2-furoate (Methyl 5-Bromo-2-furoate) CC1=C(OC(=C1)Br)C(=O)O.BrC1=CC=C(O1)C(=O)OC